[4-[1-(2,6-dioxo-3-piperidyl)-2-oxo-benzo[cd]indol-6-yl]-1-piperidyl]acetic acid O=C1NC(CCC1N1C(C2=C3C(C(=CC=C13)C1CCN(CC1)CC(=O)O)=CC=C2)=O)=O